C(C)C1(NC(N(C(C1)=O)[C@H](COCCOC)C1=CC(=CC=C1)C(N[C@H]1[C@@H](CC2=CC=CC=C12)O)=O)=[NH2+])CC [4,4-diethyl-1-[(1S)-1-[3-[[(1R,2R)-2-hydroxyindan-1-yl]carbamoyl]phenyl]-2-(2-methoxyethoxy)ethyl]-6-oxo-hexahydropyrimidin-2-ylidene]ammonium